N1=CN=C(C=C1)OC(=O)N1C2CNCC1CC2 Pyrimidin-4-yl-3,8-diazabicyclo[3.2.1]Octane-8-carboxylate